3-(6-bromo-3-(4-(chloromethyl)phenyl)-5-(4-fluorophenyl)-3H-imidazo[4,5-b]pyridin-2-yl)pyridin-2-amine BrC=1C=C2C(=NC1C1=CC=C(C=C1)F)N(C(=N2)C=2C(=NC=CC2)N)C2=CC=C(C=C2)CCl